C#CCON O-(prop-2-yn-1-yl)hydroxylamine